(2R,4R)-N-(4-(tert-butyl)phenyl)-4-hydroxy-N-(2-((3-methoxypropyl)amino)-2-oxo-1-(pyridin-3-yl)ethyl)pyrrolidine-2-carboxamide C(C)(C)(C)C1=CC=C(C=C1)N(C(=O)[C@@H]1NC[C@@H](C1)O)C(C(=O)NCCCOC)C=1C=NC=CC1